CCS(=O)(=O)OC1CCN(CC1)NC1=C2C(=NC=C1N)N(C=C2)S(=O)(=O)C2=CC=C(C)C=C2 (1-((5-amino-1-p-toluenesulfonyl-1H-pyrrolo[2,3-b]pyridin-4-yl) amino) piperidin-4-yl) methylmethanesulfonate